tert-butyl N-(cyclobutylmethyl)-N-[(3R)-1-[6-[2,2,2-trifluoro-1-[4-(5-methoxy-3-pyridyl)triazol-1-yl]ethyl] pyridazin-3-yl]-3-piperidyl]carbamate C1(CCC1)CN(C(OC(C)(C)C)=O)[C@H]1CN(CCC1)C=1N=NC(=CC1)C(C(F)(F)F)N1N=NC(=C1)C=1C=NC=C(C1)OC